C(C#C)(=O)O 2-propynoic acid